Tert-butyl (2-((3-cyclopropylphenyl)amino)-6-((2,3-dihydro-1H-inden-2-yl)carbamoyl)pyridin-4-yl)carbamate C1(CC1)C=1C=C(C=CC1)NC1=NC(=CC(=C1)NC(OC(C)(C)C)=O)C(NC1CC2=CC=CC=C2C1)=O